3-(5-(4-((((1r,4r)-4-aminocyclohexyl)(methyl)amino)methyl)piperidin-1-yl)pyridin-2-yl)piperidine-2,6-dione NC1CCC(CC1)N(C)CC1CCN(CC1)C=1C=CC(=NC1)C1C(NC(CC1)=O)=O